benzyl (1S,4S)-5-(tert-butyldiphenylsilyl)-2-azabicyclo[2.2.1]heptane-2-carboxylate [Si](C1=CC=CC=C1)(C1=CC=CC=C1)(C(C)(C)C)C1[C@@H]2CN([C@H](C1)C2)C(=O)OCC2=CC=CC=C2